C(C)(C)N1N=C(C(=C1C)C=1C=NN2C1C=C(C=C2)C2=CC(=CO2)C(=O)O)C 5-[3-(1-isopropyl-3,5-dimethyl-pyrazol-4-yl)pyrazolo[1,5-a]pyridin-5-yl]furan-3-carboxylic acid